2-fluoro-8-methyl-8-(1-methyl-1H-pyrazol-4-yl)-7,8-dihydro-6H-cyclopenta[e]pyrazolo[1,5-a]pyrimidine FC1=NN2C(N=CC3=C2C(CC3)(C=3C=NN(C3)C)C)=C1